CN1C2CC(CC1CC2)N2N=CC(=C2)B2OC(C(O2)(C)C)(C)C 8-methyl-3-[4-(4,4,5,5-tetramethyl-1,3,2-dioxaborolan-2-yl)-1H-pyrazol-1-yl]-8-azabicyclo[3.2.1]octane